4-(3-((2-((1-(1-isopropylpiperidin-4-yl)-3-methyl-1H-pyrazol-4-yl)amino)-5-(trifluoromethyl)pyrimidin-4-yl)amino)propyl)-1,4-oxazepan-3-one C(C)(C)N1CCC(CC1)N1N=C(C(=C1)NC1=NC=C(C(=N1)NCCCN1C(COCCC1)=O)C(F)(F)F)C